FC1(CNCCC1NC(=O)C1=C(OC2=C1C=C(C=C2)OCC2=C(N=CS2)C)C)F N-(3,3-difluoropiperidin-4-yl)-2-methyl-5-((4-methylthiazol-5-yl)methoxy)benzofuran-3-carboxamide